FC(C1=CC=C2C(=NNC2=C1)C(=O)O)(F)F 6-(trifluoromethyl)-1H-indazole-3-carboxylic acid